C(C1=CC=CC=C1)N1CC2=CN(C=3N=CC=CC3C2=CC1)CC1=CN=C(S1)C 3-Benzyl-6-((2-methylthiazol-5-yl)methyl)-2,3,4,6-tetrahydropyrido[3,4-c][1,8]naphthyridine